CNC(O)=N methyl-isourea